3-((methyl-(4-nitrophenyl)amino)methyl)azetidine-1-carboxylic acid tert-butyl ester C(C)(C)(C)OC(=O)N1CC(C1)CN(C1=CC=C(C=C1)[N+](=O)[O-])C